8-(2,4-Dichlorophenyl)-9-(4-(ethoxy(1-(3-fluoropropyl)azetidin-3-yl)methyl)phenyl)-6,7-dihydro-5H-benzo[7]annulen ClC1=C(C=CC(=C1)Cl)C=1CCCC2=C(C1C1=CC=C(C=C1)C(C1CN(C1)CCCF)OCC)C=CC=C2